ClC=1C=CC(=C(C1)NC(=O)C=1C(=CC(=C(OC2CCC(CC2)(C(=O)OCC2=CC=CC3=CC=CC=C23)C)C1)F)OC)C(NCC1(CCC1)C)=O Naphthalen-1-ylmethyl (1s,4s)-4-(5-((5-chloro-2-(((1-methylcyclobutyl)methyl)carbamoyl)phenyl)carbamoyl)-2-fluoro-4-methoxyphenoxy)-1-methylcyclohexane-1-carboxylate